FC=1C=C(CC2=CN=C(S2)C2C(=NN(C(C2)=O)C)C(=O)N)C=CC1F (5-(3,4-difluorobenzyl)thiazol-2-yl)-1-methyl-6-oxo-1,4,5,6-tetrahydropyridazine-3-carboxamide